OCC1=CC2=C(C(CO2)O)C=C1 6-hydroxymethyl-2H-benzofuran-3-ol